ClC(OC1=CC=C(C=C1)NC(=O)C1=CC(=C2C(=C1)NC(C21CCS(CC1)(=O)=O)=O)C1=CC=NN1)(F)F N-(4-(chlorodifluoromethoxy)phenyl)-2-oxo-4-(1H-pyrazol-5-yl)-2',3',5',6'-tetrahydrospiro[indoline-3,4'-thiopyran]-6-carboxamide 1',1'-dioxide